ClC1=C(C(=O)NC(C(=O)O)CCCOCCCC2=NC=3NCCCC3C=C2)C=CC=C1F 2-(2-chloro-3-fluorobenzamido)-5-(3-(5,6,7,8-tetrahydro-1,8-naphthyridin-2-yl)propoxy)pentanoic acid